β-alanine benzyl ester p-toluenesulfonate salt CC1=CC=C(C=C1)S(=O)(=O)O.C1=CC=C(C=C1)COC(=O)CCN